5-(4-(((2s,6s)-6-(isopropoxymethyl)-1,4-dioxan-2-yl)methoxy)phenyl)-2-oxo-6-(trifluoromethyl)-1,2-dihydropyridine-3-carboxamide C(C)(C)OC[C@@H]1COC[C@H](O1)COC1=CC=C(C=C1)C=1C=C(C(NC1C(F)(F)F)=O)C(=O)N